3-(2,6-difluorophenyl)-13-oxa-9-thia-4,7-diazatricyclo[8.5.0.02,8]pentadeca-1(10),2(8),3-triene-6-one FC1=C(C(=CC=C1)F)C=1C=2C=3CCOCCC3SC2NC(CN1)=O